NCC(=O)N[C@H](CC1=CN(C2=CC=CC=C12)C)C(=O)O (L-glycyl)-1-methyl-D-tryptophan